IC=1C=NN(C1)CC(C)(O)C 1-(4-iodo-1H-pyrazol-1-yl)-2-methylpropan-2-ol